FC1=C(C(=CC=C1)F)C=1N=C(C2=C(N1)CNC2=O)NC2=CC=C(C=C2)CC(=O)NCC 2-(4-((2-(2,6-difluorophenyl)-5-oxo-6,7-dihydro-5H-pyrrolo[3,4-d]pyrimidin-4-yl)amino)phenyl)-N-ethylacetamide